C1(CCCCC1)[C@@H](C(=O)NC=1C=C2CC(CC2=CC1)(N1C(NC(C1)C(C(F)(F)F)C)=O)C(NC)=O)NC(=O)C1=CC=NN1C N-((1S)-1-cyclohexyl-2-((2-(methylcarbamoyl)-2-(2-oxo-4-(1,1,1-trifluoropropan-2-yl)imidazolidin-1-yl)-2,3-dihydro-1H-inden-5-yl)amino)-2-oxoethyl)-1-methyl-1H-pyrazole-5-carboxamide